4-(3-((4-fluorobenzyl)sulfonyl)-5-(5-methoxypyridin-3-yl)phenyl)morpholine FC1=CC=C(CS(=O)(=O)C=2C=C(C=C(C2)C=2C=NC=C(C2)OC)N2CCOCC2)C=C1